(1S,2R,4S)-4-(2-amino-6-oxo-1H-purin-9(6H)-yl)-2-(((4Z,7Z,10Z,13Z,16Z,19Z)-docosa-4,7,10,13,16,19-hexenoyloxy) methyl)-3-methylenecyclopentyl-docosa-4,7,10,13,16,19-hexenoate NC=1NC(C=2N=CN(C2N1)[C@@H]1C([C@@H]([C@H](C1)OC(CCC=CCC=CCC=CCC=CCC=CCC=CCC)=O)COC(CC\C=C/C\C=C/C\C=C/C\C=C/C\C=C/C\C=C/CC)=O)=C)=O